(3-(1,3-dioxolan-2-yl)phenyl)-1-(4-fluorobenzyl)-7-methyl-5-(1H-pyrrole-2-carbonyl)-4,5,6,7-tetrahydro-1H-pyrazolo[4,3-c]pyridine-3-carboxamide O1C(OCC1)C=1C=C(C=CC1)C1N(CC(C2=C1C(=NN2CC2=CC=C(C=C2)F)C(=O)N)C)C(=O)C=2NC=CC2